tert-butyl 9-chloro-7-(5-fluoroindazol-1-yl)-3,5-dihydro-2H-1,4-benzoxazepine-4-carboxylate ClC1=CC(=CC=2CN(CCOC21)C(=O)OC(C)(C)C)N2N=CC1=CC(=CC=C21)F